ClC1=C(C=C(C=C1)CNC)F 1-(4-chloro-3-fluorophenyl)-N-methylmethanamine